((((2R,3S,4R,5R)-5-(4-((3-chlorobenzyl)amino)-6-(isobutylamino)-1H-pyrazolo[3,4-d]pyrimidin-1-yl)-3,4-dihydroxytetrahydrofuran-2-yl)methoxy)methyl)phosphonic acid ClC=1C=C(CNC2=C3C(=NC(=N2)NCC(C)C)N(N=C3)[C@H]3[C@@H]([C@@H]([C@H](O3)COCP(O)(O)=O)O)O)C=CC1